(2-ethoxy-3-pyridyl)-3-isopropyl-1-methyl-N-[(3-methyl-1,2,4-oxadiazol-5-yl)methyl]pyrazolo[3,4-b]pyridin-4-amine C(C)OC1=NC=CC=C1C1=C(C2=C(N=C1)N(N=C2C(C)C)C)NCC2=NC(=NO2)C